FC(C=1C=CC(=NC1)OC1=C2C=CC(=CC2=CC=C1)N)(F)F 5-((5-(trifluoromethyl)pyridin-2-yl)oxy)naphthalen-2-amine